ClC1=CC=C(OC2CCN(CC2)S(=O)(=O)N2C3(CN(CC2CC3)C(=O)OCCOC)C(NO)=O)C=C1 2-methoxyethyl 8-((4-(4-chlorophenoxy)piperidin-1-yl)sulfonyl)-1-(hydroxycarbamoyl)-3,8-diazabicyclo[3.2.1]octane-3-carboxylate